4-(4-piperidyl)morpholine N1CCC(CC1)N1CCOCC1